2-amino-N-((1S,2R)-[1,1'-bi(cyclopropyl)]-2-yl)-3-methyl-N-((5-(trifluoromethyl)-2-pyridinyl)methyl)-6-quinolinecarboxamide NC1=NC2=CC=C(C=C2C=C1C)C(=O)N(CC1=NC=C(C=C1)C(F)(F)F)[C@H]1[C@@H](C1)C1CC1